COCC1(COC1)CN([C@@H](C(C)C)C(=O)O)C(=O)C=1C=CC2=C(B(OC2)O)C1C.OC(CCNC1=CC=CC=C1)O (dihydroxypropyl)aniline (3-(Methoxymethyl)oxetan-3-yl)methyl-(1-hydroxy-7-methyl-1,3-dihydrobenzo[c][1,2]oxaborole-6-carbonyl)-L-valinate